NC(C(=O)NC1=CC=C(C=C1)C1=C2C(=NC=C1)NC=C2)=CC2=CC(=CC=C2)O (2S)-2-Amino-3-(3-hydroxyphenyl)-N-[4-(1H-pyrrolo[2,3-b]pyridin-4-yl)phenyl]propenamide